N-methyl-N-(1-(5-(trifluoromethyl)pyrimidin-2-yl)piperidin-4-yl)acetamide CN(C(C)=O)C1CCN(CC1)C1=NC=C(C=N1)C(F)(F)F